PENTAFLUOROBENZENESULFONAMIDE FC1=C(C(=C(C(=C1S(=O)(=O)N)F)F)F)F